(3S,4R)-3-{[(5-fluoropyridin-2-yl)oxy]methyl}-4-methyl-2-[5-methyl-2-(pyrimidin-2-yl)benzoyl]-2-azabicyclo[3.1.1]heptane FC=1C=CC(=NC1)OC[C@H]1N(C2CC([C@H]1C)C2)C(C2=C(C=CC(=C2)C)C2=NC=CC=N2)=O